N1=CC(=CC=C1)NC(C)=O N-(pyridin-3-yl)acetamide